ClC1=C(C=CC=C1)C1=NOC(=C1)C(=O)NC[C@@H]1CN(CC1)C(=O)OC(C)(C)C tert-butyl (R)-3-((3-(2-chlorophenyl)isoxazole-5-carboxamido)methyl)pyrrolidine-1-carboxylate